2-(1-(4-(4-Carboxyphenyl)-1H-pyrazol-1-yl)-2-((1R*,2S*)-2-(isoindoline-2-carbonyl)cyclopropyl)ethyl)-5-(5-chloro-2-(1H-tetrazol-1-yl)phenyl)pyridine 1-oxide C(=O)(O)C1=CC=C(C=C1)C=1C=NN(C1)C(C[C@@H]1[C@H](C1)C(=O)N1CC2=CC=CC=C2C1)C1=[N+](C=C(C=C1)C1=C(C=CC(=C1)Cl)N1N=NN=C1)[O-] |o1:16,17|